FC1=C(C=C2C(=NC=NC2=C1)N1CC2(C1)CCN(CC2)C(=O)OCCCC)C=C Butyl 2-(7-fluoro-6-vinylquinazolin-4-yl)-2,7-diazaspiro[3.5]nonane-7-carboxylate